C(C)N(CCCNC(=O)C1=CC2=C(N3C(S2)=NC(=C3)C3=CC=C(C=C3)C(NCCNC)=O)C=C1)CC N-(3-(diethylamino)propyl)-2-(4-((2-(methylamino)ethyl)carbamoyl)phenyl)benzo[d]imidazo[2,1-b]thiazole-7-carboxamide